C(C)(C)(C)N(C(O)=O)[C@H](CC1=CC=C(C=C1)C1=CC=CC=C1)CO.NO amino alcohol (R)-tert-butyl-(1-([1,1'-biphenyl]-4-yl)-3-hydroxypropan-2-yl)carbamate